FC=1C=C(C=CC1)N1C(SC(=C1C=1C=C(C(=O)NCCCCC2=CC=CC=C2)C=CC1)C)=O 3-(3-(3-fluorophenyl)-5-methyl-4-thiazolinonyl)-N-(4-phenylbutyl)benzamide